6-chloro-3-(((R)-1-(2-((1S,4S)-5-(6-methoxypyridin-3-yl)-2,5-diazabicyclo[2.2.1]heptan-2-yl)-3,6-dimethyl-4-oxo-3,4-dihydroquinazolin-8-yl)ethyl)amino)-N-(methylsulfonyl)picolinamide ClC1=CC=C(C(=N1)C(=O)NS(=O)(=O)C)N[C@H](C)C=1C=C(C=C2C(N(C(=NC12)N1[C@@H]2CN([C@H](C1)C2)C=2C=NC(=CC2)OC)C)=O)C